ClC=1C=C(C(=NC1)C=O)OC 5-CHLORO-3-METHOXYPYRIDINE-2-CARBOXALDEHYDE